(3aS,4S,5S,7S,7aR)-2-(4-cyano-3-(trifluoromethyl)phenyl)-4,7-dimethyl-1,3-dioxooctahydro-1H-4,7-epoxyisoindole-5-carboxylic acid C(#N)C1=C(C=C(C=C1)N1C([C@H]2[C@@]3(C[C@@H]([C@]([C@H]2C1=O)(O3)C)C(=O)O)C)=O)C(F)(F)F